tert-butyl 4-((4-formylphenyl)ethynyl)piperidine-1-carboxylate C(=O)C1=CC=C(C=C1)C#CC1CCN(CC1)C(=O)OC(C)(C)C